6,6'-((9-hydroxy-1,5-bis(methoxycarbonyl)-2,4-di(pyridin-2-yl)-3,7-diazabicyclo[3.3.1]nonane-3,7-diyl)bis(methylene))dipicolinic acid OC1C2(C(N(C(C1(CN(C2)CC2=CC=CC(=N2)C(=O)O)C(=O)OC)C2=NC=CC=C2)CC2=CC=CC(=N2)C(=O)O)C2=NC=CC=C2)C(=O)OC